(+/-)-Octan-3-yl formate C(=O)O[C@H](CC)CCCCC |r|